BrC=1C=CC=C2C(=C(C=NC12)[N+](=O)[O-])O 8-bromo-3-nitro-quinolin-4-ol